CC1=CC(=CN=C1C2=CC(=NC=C2)C)CC(=O)NC3=NC=C(C=C3)C4=NC=CN=C4 The molecule is a carboxamide, the structure of which is that of acetamide substituted on carbon by a 2',3-dimethyl-2,4'-bipyridin-5-yl group and on nitrogen by a 5-(pyrazin-2-yl)pyridin-2-yl group. It is a highly potent, selective and orally bioavailable Porcupine inhibitor (a Wnt signalling inhibitor). It has a role as a Wnt signalling inhibitor. It is a member of bipyridines, a member of pyrazines, a member of pyridines and a secondary carboxamide. It derives from an acetamide.